C1(CC1)C1=NC=NC(=C1C=1N=CC2=C(N1)N(C(C=C2)=O)CC2=NC=C(C=C2)N2N=C(C=C2C)C(F)(F)F)OC 2-(4-cyclopropyl-6-methoxypyrimidin-5-yl)-8-((5-(5-methyl-3-(trifluoromethyl)-1H-pyrazol-1-yl)pyridin-2-yl)methyl)pyrido[2,3-d]pyrimidin-7(8H)-one